FC1(CCN(CC1)C1=NC(=CC=C1)C=1C=NN(C1)C1=C(C=C(C=C1)[N+](=O)[O-])F)F 2-(4,4-difluoro-1-piperidinyl)-6-[1-(2-fluoro-4-nitro-phenyl)pyrazol-4-yl]pyridine